NC1=C(C=CC(=C1C(F)(F)F)C)NC(C1=NC(=CC(=C1)C1=C(C=NN1C)C1=NN=CN1C)NCC)=O N-(2-Amino-4-methyl-3-(trifluoromethyl)phenyl)-6-(ethylamino)-4-(1-methyl-4-(4-methyl-4H-1,2,4-triazol-3-yl)-1H-pyrazol-5-yl)picolinamide